FC1=C(C(=C(C(=C1C#C)F)C#C)F)C#C 1,3,5-trifluoro-2,4,6-triethynyl-benzene